2-(3-((R)-((1s,3S)-3-acetylcyclobutyl)(4-methyl-4H-1,2,4-triazol-3-yl)methyl)phenyl)-6-(((1-methylcyclobutyl)amino)methyl)-4-(trifluoromethyl)isoindolin-1-one C(C)(=O)C1CC(C1)[C@H](C=1C=C(C=CC1)N1C(C2=CC(=CC(=C2C1)C(F)(F)F)CNC1(CCC1)C)=O)C1=NN=CN1C